2,2'-bis(2-chlorophenyl)-4,4',5,5'-tetraphenyl-1,2-biImidazole ClC1=C(C=CC=C1)C=1N(C(=C(N1)C1=CC=CC=C1)C1=CC=CC=C1)C1(N=C(C(=N1)C1=CC=CC=C1)C1=CC=CC=C1)C1=C(C=CC=C1)Cl